4-[5-(2,6-Dioxopiperidin-3-yl)pyridin-2-yl]Piperidine-1-carboxylic acid tert-butyl ester C(C)(C)(C)OC(=O)N1CCC(CC1)C1=NC=C(C=C1)C1C(NC(CC1)=O)=O